NC1=NC=C(C2=C1C(=C(N2C)C2=CC=C(C=C2)NC(=O)C(=C)F)C2=CC(=C(C=N2)C(=O)NCC(F)(F)F)OC)C#CCN(C)C 6-{4-amino-7-[3-(dimethylamino)prop-1-ynyl]-2-{4-[(2-fluoroacrylamino)]phenyl}-1-methylpyrrolo[3,2-c]pyridin-3-yl}-4-methoxy-N-(2,2,2-trifluoroethyl)pyridine-3-carboxamide